6-(chloromethyl)-3-fluoro-2-methylpyridine hydrochloride Cl.ClCC1=CC=C(C(=N1)C)F